(R)-1-(tert-butyl)-N-(8-(6-(1-methyl-1H-pyrazol-4-yl)pyrazolo[1,5-a]pyrazin-4-yl)-2,3,4,5-tetrahydro-1H-benzo[c]azepin-5-yl)-1H-1,2,3-triazole-4-carboxamide hydrochloride Cl.C(C)(C)(C)N1N=NC(=C1)C(=O)N[C@H]1C2=C(CNCC1)C=C(C=C2)C=2C=1N(C=C(N2)C=2C=NN(C2)C)N=CC1